NC1C2=CC=CC=C2CC12CCN(CC2)C=2N=CC=NC2 5-(1-amino-1,3-dihydrospiro[indene-2,4'-piperidin]-1'-yl)pyrazine